ClC1=C(C(=CC=C1)F)CC(=O)NC1=CC(=NC=C1)N(C(C)=O)C1=CC(=CC(=C1)OC)F N-{4-[2-(2-chloro-6-fluorophenyl)acetylamino]pyridin-2-yl}-N-(3-fluoro-5-methoxyphenyl)acetamide